COC(C(OCCOC)N1C(CCC2=CC=C(C=C12)CCN1CCN(CC1)C1=CC(=CC2=C1C=CS2)F)=O)=O (7-(2-(4-(6-fluorobenzothiophen-4-yl)piperazin-1-yl)ethyl)-2-oxo-3,4-dihydroquinoline-1(2H)-yl)-2-(2-methoxyethoxy)acetic acid methyl ester